ethyl 1-(isopropylamino)-4-oxo-1,4-dihydropyridine-3-carboxylate C(C)(C)NN1C=C(C(C=C1)=O)C(=O)OCC